C(C)(C)(C)OC(=O)N1C(CC(CC1)(C(F)(F)F)O)C(=O)O 1-tert-Butoxycarbonyl-4-hydroxy-4-(trifluoromethyl)piperidine-2-carboxylic acid